COC1=C(C=C(C(=O)O)C=C1)S(NC1=C(C=CC(=C1)C(F)(F)F)N1C[C@H]2CCCC[C@H]2C1)(=O)=O 4-methoxy-3-(N-(2-(cis-octahydroisoindol-2-yl)-5-(trifluoromethyl)phenyl)sulfamoyl)benzoic acid